(1R,1E,9S)-4,11,11-trimethyl-8-methylene-bicyclo[7.2.0]undec-4-ene CC=1CC[C@H]2C(C[C@@H]2C(CCC1)=C)(C)C